ClC1=CC=C(C(=N1)C(=O)O)N[C@H](C)C1=C2N=C(C(=NC2=CC(=C1)C)C#N)N1[C@@H]2CC([C@H](C1)C2)(F)F 6-chloro-3-(((R)-1-(2-cyano-3-((1S,4S)-5,5-difluoro-2-azabicyclo[2.2.1]heptan-2-yl)-7-methylquinoxalin-5-yl)ethyl)amino)picolinic acid